N1C(CC1)COC=1C=CC(=C(C(=O)NC2(CC2)C2=C3C=CC=NC3=CC(=C2)C2=COC=C2)C1)C 5-(Azetidin-2-ylmethoxy)-N-(1-(7-(furan-3-yl)quinolin-5-yl)cyclopropyl)-2-methylbenzamide